(3-Chloro-2,4-dimethyl-5,7-dihydropyrrolo[3,4-b]pyridin-6-yl)-[(3R)-1-(2-methoxy-4-pyridyl)pyrrolidin-3-yl]methanon ClC=1C(=C2C(=NC1C)CN(C2)C(=O)[C@H]2CN(CC2)C2=CC(=NC=C2)OC)C